FC(OC1=CC=CC=2C(N[C@H]3C=4N([C@@H](C21)C3)C3=C(N4)C=CC(=C3)C3=CC=C(C=C3)C(C)(C)NC(OC(C)(C)C)=O)=O)F tert-Butyl (2-{4-[(7R,14R)-1-(difluoromethoxy)-5-oxo-5,6,7,14-tetrahydro-7,14-methanobenzimidazo[1,2-b][2,5]benzodiazocin-11-yl]phenyl}propan-2-yl)carbamate